COCC(CCCCCCCC)(C)COC 1-methoxy-2-(methoxymethyl)-2-methyldecane